tert-butyl (R)-3-(4-(3H-[1,2,3]triazolo[4,5-b]pyridin-3-yl)-2-fluoro-N-(6-((trimethylsilyl)ethynyl)isoquinolin-1-yl)benzamido)piperidine-1-carboxylate N1=NN(C2=NC=CC=C21)C2=CC(=C(C(=O)N(C1=NC=CC3=CC(=CC=C13)C#C[Si](C)(C)C)[C@H]1CN(CCC1)C(=O)OC(C)(C)C)C=C2)F